N-((2S)-1-((3-fluoro-4-(3-fluoro-5-methoxyPyridin-4-yl)phenyl)amino)-1-oxo-3,3-diphenylpropan-2-yl)-1-methyl-1H-pyrazole-5-carboxamide FC=1C=C(C=CC1C1=C(C=NC=C1OC)F)NC([C@H](C(C1=CC=CC=C1)C1=CC=CC=C1)NC(=O)C1=CC=NN1C)=O